COC(C(C)(C)NS(NC1=NC=C(C=C1)\C=C\ON(C)CC=1OC2=C(C1C)C=CC=C2C)(=O)=O)=O (E)-methyl-2-((N-(5-(3-(((3,7-dimethylbenzofuran-2-yl) methyl) (methyl) amino)-3-oxaprop-1-en-1-yl) pyridin-2-yl) sulfamoyl) amino)-2-methylpropionate